C(C)(C)(C)OC(N[C@@H]1C2=C(OC13C[C@H]1CC[C@@H](C3)N1C1=NC=C(N=C1)Br)C=CC=C2)=O ((1'R,2r,3R,5'S)-8'-(5-bromopyrazin-2-yl)-3H-8'-azaspiro[benzofuran-2,3'-bicyclo[3.2.1]octane]-3-yl)carbamic acid tert-butyl ester